zirconium 4,4'-biphenyldicarboxylic acid C1(=CC=C(C=C1)C(=O)O)C1=CC=C(C=C1)C(=O)O.[Zr]